N[C@H]1[C@@H](CN(CC1)S(=O)(=O)C)O |r| Racemic-(3R,4R)-4-amino-1-(methylsulfonyl)piperidin-3-ol